NC1=NNC(=C1)CC(=O)NC1=C(C(=CC=C1)F)F 2-(3-amino-1H-pyrazol-5-yl)-N-(2,3-difluorophenyl)acetamide